FC(C1=NC(=NO1)C1=CC=C(S1)CN1N=CC(=C1)C(=O)O)(F)F 1-[[5-[5-(trifluoromethyl)-1,2,4-oxadiazol-3-yl]-2-thienyl]methyl]pyrazole-4-carboxylic acid